ClC1=C(COCCO)C(=CC=C1)Cl 2-(2,6-dichlorobenzyloxy)ethanol